3-(piperidin-1-yl)-1-(4-(pyridin-3-yl)-3,4-dihydroquinoxalin-1(2H)-yl)propan N1(CCCCC1)CCCN1CCN(C2=CC=CC=C12)C=1C=NC=CC1